5-(pyridin-3-yl)pyrrolidin-2-one N1=CC(=CC=C1)C1CCC(N1)=O